ClC=1C(=NC2=CC(=CC=C2C1)CC(C)C1=C[C@H]([C@H]2[C@@H]1OC(O2)(C)C)N2C=CC1=C2N=CN=C1Cl)N 3-Chloro-7-(2-((3aS,4R,6aR)-4-(4-chloro-7H-pyrrolo[2,3-d]pyrimidin-7-yl)-2,2-dimethyl-3a,6a-dihydro-4H-cyclopenta[d][1,3]dioxol-6-yl)propyl)quinolin-2-amine